ethyl 6-iodo-8-methylimidazo[1,2-a]pyrazine-2-carboxylate IC=1N=C(C=2N(C1)C=C(N2)C(=O)OCC)C